3-(6-chloro-1H-benzo[d]imidazol-2-yl)-5-fluoro-2-methylaniline ClC=1C=CC2=C(NC(=N2)C=2C(=C(N)C=C(C2)F)C)C1